6-[7-(1-Oxetan-3-yl-piperidin-4-ylmethoxy)-imidazo[1,2-a]Pyridin-3-yl]-pyrimidine O1CC(C1)N1CCC(CC1)COC1=CC=2N(C=C1)C(=CN2)C2=CC=NC=N2